OC(CN(CCCSSCCN1CCN(CC1)CCOC(CCCN(CC(CCCCCCC(=O)OCC(CC)CC)O)CC(CCCCCCC(=O)OCC(CC)CC)O)=O)CC(CCCCC(OCCC(C)C)=O)O)CCCCC(=O)OCCC(C)C Bis(2-ethylbutyl) 9,9'-((4-(2-(4-(2-((3-(bis(2-hydroxy-7-(isopentyloxy)-7-oxoheptyl)amino)propyl)disulfaneyl)ethyl)piperazin-1-yl)ethoxy)-4-oxobutyl)azanediyl)-bis(8-hydroxynonanoate)